1-(butoxyethyl)ethylene C(CCC)OCCC=C